ClC=1N=C(NC1[C@H]1[C@H](CN(CC1)S(=O)(=O)C1CC(N(C1)C)=O)C)C1=NC=C(C=C1)F 4-[[(3R,4R)-4-[4-Chloro-2-(5-fluoro-2-pyridyl)-1H-imidazol-5-yl]-3-methyl-1-piperidyl]sulfonyl]-1-methyl-pyrrolidin-2-one